NC1=CC(=C(C=C1)C1=NN2C(COC3=C(C2)C=CC(=C3)NC(C)=O)=C1)C#CCCCO N-(2-(4-Amino-2-(5-hydroxypent-1-yn-1-yl)phenyl)-4H,10H-benzo[f]pyrazolo[5,1-c][1,4]oxazepin-7-yl)acetamide